CN(C)CC(CCCCCCCC\C=C/CCCCCC(=O)OCC)CCCCCCC ethyl (7Z)-17-[(dimethylamino)methyl]tetracos-7-enoate